1-(2-(1-(2-methoxyethyl)-1H-imidazo[1,2-b]pyrazole-7-carbonyl)-2-azaspiro[3.3]heptan-6-yl)-1-methyl-3-(4-(trifluoromethoxy)pyridin-2-yl)urea COCCN1C=CN2N=CC(=C21)C(=O)N2CC1(C2)CC(C1)N(C(=O)NC1=NC=CC(=C1)OC(F)(F)F)C